COCOC1=C(C=CC=C1)C1=CC2=C(N=N1)C=CC(=N2)O 3-[2-(methoxymethoxy)phenyl]pyrido[3,2-c]pyridazin-6-ol